C(C)OC(C(C(F)(F)F)(F)F)(C(C(F)(F)F)(F)F)C(C(F)(F)F)(F)F 3-ethoxy-1,1,1,2,2,4,4,5,5,5-decafluoro-3-(1,1,2,2,2-pentafluoroethyl)pentane